N[C@@H](C(=O)OC)CNC(=O)C1=CC2=NC=CC(=C2S1)C(F)(F)F methyl (R)-2-amino-3-(7-(trifluoromethyl)thieno[3,2-b]pyridine-2-carboxamido)propanoate